(R)-5-fluoro-6-(6-(2-hydroxypropan-2-yl)-7-methoxyimidazo[1,2-b]pyridazin-3-yl)-2-(piperidin-3-ylamino)nicotinonitrile FC=1C(=NC(=C(C#N)C1)N[C@H]1CNCCC1)C1=CN=C2N1N=C(C(=C2)OC)C(C)(C)O